ethyl 3-(3-{[6-(benzyloxy)-2,2-dioxo-2H-1,2λ6,3-benzoxathiazin-3(4H)-yl]methyl}-4-methylphenyl)-3-(4-fluoro-2-methyl-3-nitrophenyl)propanoate C(C1=CC=CC=C1)OC=1C=CC2=C(CN(S(O2)(=O)=O)CC=2C=C(C=CC2C)C(CC(=O)OCC)C2=C(C(=C(C=C2)F)[N+](=O)[O-])C)C1